C(C)(C)(C)OC(=O)N1[C@@H](CN(CC1)C(=O)OC(C)(C)C)C(C)(C)O (2S)-2-(1-hydroxy-1-methyl-ethyl)piperazine-1,4-dicarboxylic acid di-tert-butyl ester